Maleimide hydrochloride Cl.C1(C=CC(N1)=O)=O